NC1=NNC2=CC=CC(=C12)C=1C=C2C=CC=C(C2=CC1)C(=O)NC1=CC(=C(C=C1)F)C 6-(3-Amino-1H-indazol-4-yl)-N-(4-fluoro-3-methylphenyl)-1-naphthamide